C1(CC1)OC1=CC=C(C=N1)CN1C2CN(CC1C2)C2=CC=C(C=N2)C=2C=1N(C=C(C2)OCC(C)(C)O)N=CC1C#N 4-(6-(6-((6-Cyclopropoxypyridin-3-yl)methyl)-3,6-diazabicyclo[3.1.1]heptan-3-yl)pyridine-3-yl)-6-(2-hydroxy-2-methylpropoxy)pyrazolo[1,5-a]pyridine-3-carbonitrile